NCC=1C=C2C=C(N(C2=CC1)CCC(F)F)CN1C(N(C2=C1C=NC=C2)CC(F)(F)F)=O 3-((5-(aminomethyl)-1-(3,3-difluoropropyl)-1H-indol-2-yl)methyl)-1-(2,2,2-trifluoroethyl)-1,3-dihydro-2H-imidazo[4,5-c]pyridin-2-one